3-cyclopropyl-6-(4-cyclopropyl-6-methoxypyrimidin-5-yl)-N-(4-(1-isopropyl-4-(trifluoromethyl)-1H-imidazol-2-yl)benzyl)-N-methylpyridazin-4-amine C1(CC1)C=1N=NC(=CC1N(C)CC1=CC=C(C=C1)C=1N(C=C(N1)C(F)(F)F)C(C)C)C=1C(=NC=NC1OC)C1CC1